3-chloro-6-(2,2-difluoroethyl)-2-(2-fluorobenzyl)-2,4,5,6-tetrahydro-7H-pyrazolo[3,4-c]pyridin-7-one ClC=1N(N=C2C(N(CCC21)CC(F)F)=O)CC2=C(C=CC=C2)F